FC1=CC=C(CN(C(=O)NCC2=CC=C(C=C2)CC(C)C)C2CCN(CC2)C)C=C1 1-(4-fluorobenzyl)-3-(4-isobutyl-benzyl)-1-(1-methylpiperidin-4-yl)urea